(2R)-N-{2-benzyl-2-azaspiro[3.3]heptan-6-yl}-4-[3-cyano-4-(trifluoromethoxy)phenyl]-2-methylpiperazine-1-carboxamide C(C1=CC=CC=C1)N1CC2(C1)CC(C2)NC(=O)N2[C@@H](CN(CC2)C2=CC(=C(C=C2)OC(F)(F)F)C#N)C